P(=O)(OCC1OC(CC1O)N1C(NC(C(=C1)F)=O)=O)(OCCCOCCCCCCCCCCCCCCCC)[O-].[NH4+] ammonium [5-(5-fluoro-2,4-dioxo-pyrimidin-1-yl)-3-hydroxy-tetrahydrofuran-2-yl]methyl 3-hexadecoxypropyl phosphate